ClC1=C(C=CC(=C1)F)C(=O)N1CCN(CC1)C1=CC(=CC=2N1C(=NC2)C2CC2)S(=O)(=O)CC(C)(C)C (2-chloro-4-fluoro-phenyl)-[4-[3-cyclopropyl-7-(2,2-dimethylpropylsulfonyl)imidazo[1,5-a]pyridin-5-yl]piperazin-1-yl]methanone